8-bromo-N-[1-[3-(triazol-2-yl)pyrazin-2-yl]ethyl]-6-(trifluoromethyl)quinazolin-4-amine BrC=1C=C(C=C2C(=NC=NC12)NC(C)C1=NC=CN=C1N1N=CC=N1)C(F)(F)F